NC1=C(C(C=2C(OC=3C=CC=CC3C2O1)=O)C1(CC=C(C=C1)C1=CC=CC=C1)OC)C#N 2-Amino-4-(4-methoxy-[1,1-biphenyl]-4-yl)-5-oxo-4,5-dihydropyrano[3,2-c]chromen-3-carbonitril